rel-(2R,6S)-4-(3-(5-(difluoromethyl)-1,3,4-thiadiazol-2-yl)-6-(N-(1-methylcyclopropyl)sulfamoyl)imidazo[1,5-a]pyridin-8-yl)-6-methylmorpholine-2-carboxamide FC(C1=NN=C(S1)C1=NC=C2N1C=C(C=C2N2C[C@@H](O[C@H](C2)C)C(=O)N)S(NC2(CC2)C)(=O)=O)F |o1:18,20|